[Na+].C(CCCCCCCCC)(=O)N[C@@H](CCC(=O)[O-])C(=O)[O-].[Na+] N-decanoyl-glutamic acid sodium salt